C(C)(C)(C)OC(=O)N1[C@H](CNCC1)C(C)C.CC1=CC=C(C=C1)C1=C(C(=O)N)C=CC=C1 (4-methylphenyl)benzamide tert-butyl-(S)-2-isopropylpiperazine-1-carboxylate